tert-butyl 2-[(2s,6r)-1-[4-[(2,6-dioxo-3-piperidyl)amino]-2-fluoro-phenyl]-4-hydroxy-2,6-dimethyl-4-piperidyl]acetate O=C1NC(CCC1NC1=CC(=C(C=C1)N1[C@H](CC(C[C@H]1C)(O)CC(=O)OC(C)(C)C)C)F)=O